CC(C(C)(C)C)C(CCCCCN)(N)C(C(C)(C)C)C bis(1,2,2-trimethylpropyl)-1,6-diaminohexane